O1C(CCCC1)N1N=CC2=C(C3=C(C=C12)CC1C3C1)B(O)O (1-(tetrahydro-2H-pyran-2-yl)-4b,5,5a,6-tetrahydro-1H-cyclopropa[4,5]cyclopenta[1,2-f]indazol-4-yl)boronic acid